NCCC1=C(C(=NC=C1)C(=O)N)O (2-aminoethyl)-3-hydroxy-pyridine-2-carboxamide